3-(Dodecyloxy)-5-(pentadecyloxy)benzyl 4-(4-(2-hydroxyethyl)piperazin-1-yl)butanoate OCCN1CCN(CC1)CCCC(=O)OCC1=CC(=CC(=C1)OCCCCCCCCCCCCCCC)OCCCCCCCCCCCC